Cl.NC([C@H](C[C@H]1C(NCC1)=O)NC(=O)[C@@H]1[C@H]2C([C@H]2CN1C([C@H](C(C)(C)C)N)=O)(C)C)=O (1r,2S,5S)-N-((S)-1-amino-1-oxo-3-((S)-2-oxopyrrolidin-3-yl)propan-2-yl)-3-((S)-2-amino-3,3-dimethylbutyryl)-6,6-dimethyl-3-azabicyclo[3.1.0]hexane-2-carboxamide hydrochloride